C1(CC1)C=1C(=NSC1C(=O)NC1=CC(=NC=C1)C(F)(F)F)C=1C=C2C=NNC2=CC1 4-cyclopropyl-3-(1H-indazol-5-yl)-N-[2-(trifluoromethyl)pyridin-4-yl]-1,2-thiazole-5-carboxamide